C1(=CC=C(C=C1)NC1=CC=C(C=C1)C1=CC=C(C=C1)C1=CC=CC=C1)C1=CC=CC=C1 N-([1,1'-biphenyl]-4-yl)-[1,1':4',1''-terphenyl]-4-amine